BrC1=C(C(=O)OC(C(=O)O)(C)C)C=C(C(=C1)F)N1C(N(C(=CC1=O)C(C)(F)F)C)=O 2-({2-bromo-5-[4-(1,1-difluoroethyl)-3-methyl-2,6-dioxo-3,6-dihydropyrimidin-1(2H)-yl]-4-fluorobenzoyl}oxy)-2-methylpropanoic acid